4-keto-piperidine-1-carboxylic acid tert-butyl ester C(C)(C)(C)OC(=O)N1CCC(CC1)=O